3-[4-(Azetidin-3-ylcarbamoyl)phenyl]-1-sulfamoyl-pyrrole-2-carboxylic acid N1CC(C1)NC(=O)C1=CC=C(C=C1)C1=C(N(C=C1)S(N)(=O)=O)C(=O)O